4-chloro-6-(4-chloro-2-methylphenoxy)-2,5-dimethylpyrimidine ClC1=NC(=NC(=C1C)OC1=C(C=C(C=C1)Cl)C)C